C1(CCCC1)C1=C(C(=C(C=C1)B(O)O)F)F 4-cyclopentyl-2,3-difluorophenylboronic acid